N[C@@]1(CN(CC1)C1=C(C=NC(=C1C=1C(=NOC1C)C)OC)C(=O)N[C@H](C(F)(F)F)C)C 4-[(3S)-3-amino-3-methylpyrrolidin-1-yl]-5-(3,5-dimethyl-1,2-oxazol-4-yl)-6-methoxy-N-[(2S)-1,1,1-trifluoropropan-2-yl]pyridine-3-carboxamide